(3S)-N-(3-[2-[(3R)-3-aminopiperidin-1-yl]-6-(morpholin-4-yl)pyridin-4-yl]-4-methylphenyl)-3-(2,2,2-trifluoroethyl)pyrrolidine-1-carboxamide N[C@H]1CN(CCC1)C1=NC(=CC(=C1)C=1C=C(C=CC1C)NC(=O)N1C[C@@H](CC1)CC(F)(F)F)N1CCOCC1